CC=1C(=NC(=NC1)NC1=CC=C(C=C1)N1CCN(CC1)C)C1=CC2=C(N(C=N2)C)C=C1 5-methyl-4-(1-methyl-1H-benzo[d]imidazol-5-yl)-N-(4-(4-methylpiperazin-1-yl)phenyl)pyrimidin-2-amine